ClC=1C(=NC=CC1)N1N=C(C=C1C(=O)NC1=C(C=C(C=C1C(NC)=O)C#N)C)CN1N=NN=C1C(F)(F)F 1-(3-chloropyridin-2-yl)-N-[4-cyano-2-methyl-6-(methylcarbamoyl)phenyl]-3-[5-(trifluoromethyl)-1H-tetrazol-1-yl]methyl-1H-pyrazole-5-carboxamide